C(CCCCCCCCCCC)(=O)N[C@@H](CC(=O)O)C(=O)O.C(CCCCCCCCCCC)O dodecanol lauroyl-aspartate